COC(=O)C1CCN(CC1)CC1=CC(=C(C=C1)N1CC(C1)C1=C(C=CC=C1Cl)Cl)F 1-(4-(3-(2,6-dichlorophenyl)azetidin-1-yl)-3-fluorobenzyl)piperidine-4-carboxylic acid methyl ester